nitroso-L-arginine N(=O)N[C@@H](CCCNC(N)=N)C(=O)O